C1(=CC=CC=C1)C1=NC=CC2=C1C=CS2 4-phenyl-thieno[3,2-C]pyridine